C(C1=CC=CC=C1)OC1C(C(C1)=CC1=C(C=CC=C1)C=1N=CN(C1)C(C1=CC=CC=C1)(C1=CC=CC=C1)C1=CC=CC=C1)=O 2-(benzyloxy)-4-(2-(1-trityl-1H-imidazol-4-yl)benzylidene)cyclobutanone